6-bromo-4-phenylphthalazin-1(2H)-one BrC=1C=C2C(=NNC(C2=CC1)=O)C1=CC=CC=C1